O=C1CC(N(C2=C(N1)C=1CCCCC1C=C2)C2=CC=C(C=C2)NS(=O)(=O)C2=CC(=CC=C2)OC)=O N-[4-(2,4-dioxo-1,2,3,4,8,9,10,11-octahydronaphtho[1,2-b][1,4]diazepine-5-yl)phenyl]-3-methoxybenzenesulfonamide